ClC1=C(C=C(C=C1)NC(=O)NC1=CC=C(C=C1)C)[N+](=O)[O-] 1-(4-chloro-3-nitrophenyl)-3-(p-tolyl)urea